FC=1C2=C(C(=NC1)C)CC(C2)NC2CCC1(CN(C(O1)=O)C1=NC3=C(OCC(N3COCC[Si](C)(C)C)=O)N=C1)CC2 6-[8-[(4-fluoro-1-methyl-6,7-dihydro-5H-cyclopenta[c]pyridin-6-yl)amino]-2-oxo-1-oxa-3-azaspiro[4.5]decan-3-yl]-4-(2-trimethylsilylethoxymethyl)pyrazino[2,3-b][1,4]oxazin-3-one